5-methyl-2-(tributylstannyl)thiazole tert-butyl-2-fluoro-6-(5-methylthiazol-2-yl)benzoate C(C)(C)(C)OC(C1=C(C=CC=C1C=1SC(=CN1)C)F)=O.CC1=CN=C(S1)[Sn](CCCC)(CCCC)CCCC